[Fe].[Mo].[Ni].[Al] aluminum-nickel-molybdenum-iron